ClC=1C=C2C(=C(C=NC2=CC1)N)NC1CN(CC1(F)F)C 6-Chloro-N4-(4,4-difluoro-1-methylpyrrolidin-3-yl)quinoline-3,4-diamine